1-(3,4-Dimethoxyphenyl)-5,6,7-trimethoxy-2,3-dihydroquinolin-4(1H)-one COC=1C=C(C=CC1OC)N1CCC(C2=C(C(=C(C=C12)OC)OC)OC)=O